ClC=1C=C(C=CC1)CCN1[C@H](C[C@@H](C1)COC1=CC=C(C=C1)S(=O)(=O)C)C trans-1-(3-chlorophenyl-ethyl)-2-methyl-4-((4-(methylsulfonyl)phenoxy)methyl)pyrrolidine